(E)-3-(4-amino-3-hydroxystyryl)-5-ethoxy-4-(3-methylbut-2-en-1-yl)phenol NC1=C(C=C(/C=C/C=2C=C(C=C(C2CC=C(C)C)OCC)O)C=C1)O